1-(4-(5-fluorobenzisoxazol-3-yl)piperidin-1-yl)prop-2-en-1-one FC=1C=CC2=C(C(=NO2)C2CCN(CC2)C(C=C)=O)C1